Cl.FC1C(CNC1)CC#N rac-(4-fluoropyrrolidin-3-yl)acetonitrile hydrochloride